4-formyl-N-hydroxy-2-methylbenzamide C(=O)C1=CC(=C(C(=O)NO)C=C1)C